C(CCCC)C=1NC2=C(N1)C=CC=C2 2-PENTYLBENZIMIDAZOLE